ClC=1C=C(C=CC1Cl)C=1C(N(C(N(C1)CC(N1CCC(CC1)N1C(NC2=C(CC1)C=CC=C2)=O)=O)=O)C)=O 5-(3,4-dichloro-phenyl)-3-methyl-1-{2-oxo-2-[4-(2-oxo-1,2,4,5-tetrahydro-benzo[d][1,3]diazepin-3-yl)-piperidin-1-yl]-ethyl}-1H-pyrimidine-2,4-dione